5-(3-bromophenyl)-5,8,8-trimethyl-9,10-dihydro-7H-benzo[b][1,8]naphthyridin-6-one BrC=1C=C(C=CC1)C1(C2=C(NC=3N=CC=CC13)CC(CC2=O)(C)C)C